7H-cyclopenta[h]isoquinoline-5-sulfonamide C1=NC=CC=2C(=CC3=C(C12)C=CC3)S(=O)(=O)N